4-(5-methylpyridin-2-yl)Pyrrolidin-2-one CC=1C=CC(=NC1)C1CC(NC1)=O